BrC=1N=C(C(=NC1)Cl)N1C=NC=C1 5-bromo-2-chloro-3-(1H-imidazole-1-yl)pyrazine